FC1=C2C(C(NC2=CC=C1)(CC1=NC2=CC=CC=C2C=C1)C1=CC=CC=C1)=O 4-fluoro-2-phenyl-2-(2-quinolinylmethyl)indolin-3-one